OCC1CN(CC(N1C)=O)C(=O)OCC1=CC=CC=C1 benzyl 3-(hydroxymethyl)-4-methyl-5-oxopiperazine-1-carboxylate